benzoate (Benzyl Acrylate) C(C1=CC=CC=C1)C(C(=O)O)=C.C(C1=CC=CC=C1)(=O)O